C1(=CC=CC=C1)COC(NCCC[C@@H]1NC2=C(OC1)C=C(C=C2[N+](=O)[O-])C(N)=O)=O (S)-(3-(7-carbamoyl-5-nitro-3,4-dihydro-2H-benzo[b][1,4]oxazin-3-yl)propyl)carbamic acid phenylmethyl ester